[NH3+][C@H](C(=O)[O-])COP(=O)([O-])OC[C@@H](COC(CCCCCCCCCCCCCCCCC)=O)OC(CCCCCCC\C=C/CCCCCCCC)=O.[Na+] sodium (S)-2-ammonio-3-((((R)-2-(oleoyloxy)-3-(stearoyloxy)propoxy)oxidophosphoryl)oxy)propanoate